3-(4-((3-(adamantan-1-ylamino)propyl)thio)-1-oxoisoindolin-2-yl)piperidine-2,6-dione C12(CC3CC(CC(C1)C3)C2)NCCCSC2=C3CN(C(C3=CC=C2)=O)C2C(NC(CC2)=O)=O